2-((2-(2,6-dioxopiperidin-3-yl)-1,3-dioxoisoindolin-4-yl)oxy)propanoate O=C1NC(CCC1N1C(C2=CC=CC(=C2C1=O)OC(C(=O)[O-])C)=O)=O